Mono-tert-butyl eicosanate C(CCCCCCCCCCCCCCCCCCC)(=O)OC(C)(C)C